(+/-)-2-{4-[(cyclopropylamino)methyl]phenyl}-N-[(3R,4S)-3-fluoro-1-methylpiperidin-4-yl]-1-(2,2,2-trifluoroethyl)-1H-indol-4-amine C1(CC1)NCC1=CC=C(C=C1)C=1N(C=2C=CC=C(C2C1)N[C@@H]1[C@@H](CN(CC1)C)F)CC(F)(F)F |r|